C(C)(C)(C)OC(=O)NCCCCN[C@@H]1C[C@H](CC1)NC1=NC=C(C(=N1)C1=CNC2=C(C(=CC=C12)C(=O)OC)Cl)C(F)(F)F methyl 3-(2-(((1S,3S)-3-((4-((tert-butoxycarbonyl)amino)butyl)amino)cyclopentyl)amino)-5-(trifluoromethyl)pyrimidin-4-yl)-7-chloro-1H-indole-6-carboxylate